FC=1C(=CC(=NC1)OC)C1=CC(=NN1)C(=O)N1C2(CC2)C[C@H](CC1)C(=O)NC1CCC(CC1)(C(F)(F)F)OC[C@H](C)O (S)-4-(5-(5-fluoro-2-methoxypyridin-4-yl)-1H-pyrazole-3-carbonyl)-N-((1S,4S)-4-((S)-2-hydroxypropoxy)-4-(trifluoromethyl)cyclohexyl)-4-azaspiro[2.5]octane-7-carboxamide